(E)-6-([1,1'-Biphenyl]-2-yloxy)-1,1-difluorohex-2-en-1-yl acetate C(C)(=O)OC(\C=C\CCCOC1=C(C=CC=C1)C1=CC=CC=C1)(F)F